C1=CC=CC=2C3=CC=CC=C3C(C12)COC(=O)NC(C(=O)O)CC1=CC=C(C=C1)N 2-((((9H-fluoren-9-yl)methoxy)carbonyl)amino)-3-(4-aminophenyl)propionic acid